Cl[Al]CCCC monochloro-n-butylaluminum